C(C)(C)(C)OC(=O)N1C[C@@H](N(CC1)C=1C2=C(N(C(N1)=O)C1=C(C=CC=C1)C(C)C)N=C(C(=C2)C)C2=C(C=CC=C2O)F)C (3S)-4-(7-(2-fluoro-6-hydroxyphenyl)-1-(2-isopropylphenyl)-6-methyl-2-oxo-1,2-dihydropyrido[2,3-d]pyrimidin-4-yl)-3-methylpiperazine-1-carboxylic acid tert-butyl ester